COC(=O)C=1C=C(C=2N(C1)N=C(C2C)C=2N(C1=C(C=CC=C1C2)OCC2=CC=CC=C2)CC2CC2)F 2-(7-(benzyloxy)-1-(cyclopropylmethyl)-1H-indol-2-yl)-4-fluoro-3-methylpyrazolo[1,5-a]pyridine-6-carboxylic acid methyl ester